C1(=CC=C(C=C1)N(C1=CC(=CC=C1)B1OC(C(O1)(C)C)(C)C)C1=CC=C(C=C1)C1=CC2=CC=CC=C2C=C1)C1=CC=CC=C1 (biphenyl-4-yl)-(4-naphthalen-2-yl-phenyl)-[3-(4,4,5,5-tetramethyl-[1,3,2]-dioxaborolan-2-yl)-phenyl]-amine